CS(=O)(=O)OCC1(CC1)COS(=O)(=O)C [1-(methylsulfonyloxymethyl) cyclopropyl]methyl methanesulfonate